N1(CCCCCC1)C(CN(C)C=1C2=C(N=C(N1)C1=NC=CC(=C1)OCCO)CCC2)=O 1-(azepan-1-yl)-2-({2-[4-(2-hydroxyethoxy)pyridin-2-yl]-5H,6H,7H-cyclopenta[d]pyrimidin-4-yl}(methyl)amino)ethan-1-one